C1=CC=CC2=C1C1=C(S2)C=CC=C1 benzothienobenzene